ClC=1C(=C(NC2=C(NC3=C2C(NCC3)=O)C3=C(C=NC=C3)O[C@@H](C)[C@H]3OCCOC3)C=CC1)OC 3-(3-Chloro-2-methoxyanilino)-2-(3-{(1S)-1-[(2S)-1,4-dioxan-2-yl]ethoxy}pyridin-4-yl)-1,5,6,7-tetrahydro-4H-pyrrolo[3,2-c]pyridin-4-one